NCCC1=CC=C(C=C1)S(=O)(=O)F 4-[2-aminoethyl]benzenesulfonyl fluoride